FC1=C2[C@H](CCOC2=CC(=C1)F)OC=1C=C(C(=O)N(C)C)C=CC1[N+](=O)[O-] (S)-3-((5,7-difluoro-chroman-4-yl)oxy)-N,N-dimethyl-4-nitrobenzamide